N-(4,4-difluorocyclohexyl)-5-(3-(2,2-difluoroethyl)-2-methyl-3H-imidazo[4,5-b]pyridin-5-yl)pyrrolo[2,1-f][1,2,4]triazin-2-amine FC1(CCC(CC1)NC1=NN2C(C=N1)=C(C=C2)C2=CC=C1C(=N2)N(C(=N1)C)CC(F)F)F